Pyrrole-1,4-dicarboxylate N1(C=CC(=C1)C(=O)[O-])C(=O)[O-]